C(CCCC)OC=1C=C(C(=O)NC=2C=CC3=C(C(=CS3)C3=CCN4CCCCC4CC3)C2)C=CC1 5-(3-pentoxybenzoyl)amino-3-(1-azabicyclo[5.4.0]undec-3-en-4-yl)-benzothiophene